5-(2-chloropyrrolo[2,1-f][1,2,4]triazin-5-yl)-3-(2,2-difluoroethyl)-2-methylimidazo[4,5-b]pyridine ClC1=NN2C(C=N1)=C(C=C2)C2=CC=C1C(=N2)N(C(=N1)C)CC(F)F